2-(acryloyloxy)ethoxybenzophenone C(C=C)(=O)OCCOC1=C(C(=O)C2=CC=CC=C2)C=CC=C1